5-[1-(oxan-2-yl)pyrazol-4-yl]-2H-phthalazin-1-one O1C(CCCC1)N1N=CC(=C1)C1=C2C=NNC(C2=CC=C1)=O